N-(tert-butyloxycarbonyl)-S-thiophenyl-L-cysteine C(C)(C)(C)OC(=O)N[C@@H](CSC=1SC=CC1)C(=O)O